C(C)(C)(C)OC(=O)NC1=CC=C(C=C1)C(C(=O)O)O 2-(4-((tert-butoxycarbonyl)amino)phenyl)-2-hydroxyacetic acid